C1=CC=CC=2C3=CC=CC=C3C(C12)COC(NCC1=C(C=C(C=C1)C(F)(F)F)C1=CC(=CC=C1)C=O)=O N-[[2-(3-formylphenyl)-4-(trifluoromethyl)phenyl]methyl]carbamic acid 9H-fluoren-9-ylmethyl ester